Ethyl (1r,4r)-4-(piperidin-4-yloxy)cyclohexane-1-carboxylate N1CCC(CC1)OC1CCC(CC1)C(=O)OCC